N-[3-(hydroxymethyl)oxetan-3-yl]-2-methyl-5-[(2-methyl-1,3-thiazol-5-yl)methoxy]-1-benzothiophene-3-carboxamide OCC1(COC1)NC(=O)C1=C(SC2=C1C=C(C=C2)OCC2=CN=C(S2)C)C